2-(4-chloro-2-fluorophenoxy)acetic acid ClC1=CC(=C(OCC(=O)O)C=C1)F